5-amino-2-(3,3-difluoropropyl)-8-(2,6-dimethyl-4-pyridinyl)-7-phenyl-[1,2,4]triazolo[4,3-c]pyrimidin-3-one NC1=NC(=C(C=2N1C(N(N2)CCC(F)F)=O)C2=CC(=NC(=C2)C)C)C2=CC=CC=C2